ClC=1C(=C(C=CC1)NC1=C(NC2=C1C(NC[C@H]2C)=O)C2=CC=NC1=CC=C(N=C21)OC2CC2)OC (7R)-3-[(3-chloro-2-methoxyphenyl)amino]-2-(6-cyclopropoxy-1,5-naphthyridin-4-yl)-7-methyl-1H,5H,6H,7H-pyrrolo[3,2-c]pyridin-4-one